2-but-3-enyl-2-methyl-1,3-dioxolane C(CC=C)C1(OCCO1)C